methyl 2-[(7-bromo-1,3-dihydroisobenzofuran-4-yl)methyl]-3-(2-methoxyethyl)benzimidazole-5-carboxylate BrC=1C=CC(=C2COCC12)CC=1N(C2=C(N1)C=CC(=C2)C(=O)OC)CCOC